C(C)(C)(C)OC(=O)NCCOCCN[C@@H]1C[C@H](CC1)NC1=NC=C(C(=N1)C1=CNC2=C(C(=CC=C12)C(=O)O)P(=O)(C)C)C(F)(F)F 3-(2-(((1S,3S)-3-((2-(2-((t-butyloxycarbonyl)amino)ethoxy)ethyl)amino)cyclopentyl)amino)-5-(trifluoromethyl)pyrimidin-4-yl)-7-(dimethylphosphoryl)-1H-indole-6-carboxylic acid